methyltripropyl-silane C[Si](CCC)(CCC)CCC